FC(C(=O)N1C=NC=C1)(F)F 2,2,2-trifluoro-1-(1H-imidazol-1-yl)ethan-1-one